O=C1N(C(C=C(N1)NC(C)C1=CC=CC=C1)=O)C1CCN(CC1)C(=O)OC methyl 4-(2,6-dioxo-4-(1-phenylethylamino)-2,3-dihydropyrimidin-1(6H)-yl)piperidine-1-carboxylate